COC(=O)C=1SC=C(C1)C1=C(C(=C(C=C1)C=O)F)F 4-(2,3-difluoro-4-formylphenyl)thiophene-2-carboxylic acid methyl ester